1,3,6,8-tetrakis(4'-carboxyphenyl)pyrene C(=O)(O)C1=CC=C(C=C1)C1=CC(=C2C=CC3=C(C=C(C4=CC=C1C2=C34)C3=CC=C(C=C3)C(=O)O)C3=CC=C(C=C3)C(=O)O)C3=CC=C(C=C3)C(=O)O